FC1=C(C(=CC(=C1)OC)F)C1=C(C(N(N1C)C1=NC(=CC=C1)C1(CCC1)O)=O)NC(C1=CC=C(C=C1)OC(F)F)=O N-(5-(2,6-difluoro-4-methoxyphenyl)-2-(6-(1-hydroxycyclobutyl)pyridin-2-yl)-1-methyl-3-oxo-2,3-dihydro-1H-pyrazol-4-yl)-4-(difluoromethoxy)benzamide